2,2-difluorospiro[3.5]non-6-en-7-yl trifluoromethanesulfonate FC(S(=O)(=O)OC1=CCC2(CC(C2)(F)F)CC1)(F)F